(7S)-2-(((1-(4-fluorobenzyl)-1H-pyrazol-4-yl)methyl)amino)-4,5,7,8-tetramethyl-7,8-dihydropteridin-6(5H)-one FC1=CC=C(CN2N=CC(=C2)CNC2=NC=3N([C@H](C(N(C3C(=N2)C)C)=O)C)C)C=C1